C(C)(C)(C)OC(=O)N\C(\C(=O)OC)=C\COC[C@H](CCC(C)=O)O[Si](C)(C)C(C)(C)C methyl (S,E)-2-((tert-butoxycarbonyl)amino)-4-((2-((tert-butyldimethylsilyl)oxy)-5-oxohexyl)oxy)but-2-enoate